C(C)(C)(C)OC(=O)N1C[C@@H](CCC1)NC1=NC(=CC=C1)C1=CN=C2N1C=C(N=C2)C=2C=NN(C2)C (3R)-3-[[6-[6-(1-methylpyrazol-4-yl)imidazo[1,2-a]pyrazin-3-yl]-2-pyridinyl]amino]piperidine-1-carboxylic acid tert-butyl ester